N1=C(C=CC=C1)CCS 2-(2-pyridyl)ethanethiol